3-hydroxy-4-(5H-imidazo[5,1-a]isoindol-5-yl)pyrrolidin-1-sulfonamide OC1CN(CC1C1N2C(C3=CC=CC=C13)=CN=C2)S(=O)(=O)N